C1(=CC=CC=C1)S(=O)(=O)[C@]12CCN([C@@H]2CCC2=C1C=CC(=C2)OCC2=C(C=CC=C2Cl)Cl)C(CN2S(CCCC2)(=O)=O)=O 2-{2-[(3aR,9bR)-9b-(benzenesulfonyl)-7-[(2,6-dichlorophenyl)methoxy]-1H,2H,3H,3aH,4H,5H,9bH-benzo[e]indol-3-yl]-2-oxoethyl}-1λ6,2-thiazinane-1,1-dione